ClC1=C2CCN([C@@H](C2=C(C=C1)OCC=1N=CSC1C(F)F)CN1CC2(CC2)CC1=O)C(=O)[C@H]1[C@H](CCCC1)C (1S,2R)-2-((S)-5-Chloro-8-((5-(difluoromethyl)thiazol-4-yl)methoxy)-1-((6-oxo-5-azaspiro[2.4]heptan-5-yl)methyl)-1,2,3,4-tetrahydroisochinolin-2-carbonyl)-1-methylcyclohexan